N1=CC=CC2=CC=C(C=C12)C=O (quinolin-7-yl)methanone